C(#N)C1=CC=C(C=C1)N(CCC1OCC2(CN(C2)C(=O)OC(C)(C)C)CO1)CC=1C=C2C=NN(C2=CC1)C tert-butyl 7-(2-((4-cyanophenyl)((1-methyl-1H-indazol-5-yl)methyl)amino)ethyl)-6,8-dioxa-2-azaspiro[3.5]nonane-2-carboxylate